C12CCCC(CCC1)N2C2=C(N)C=CC=C2Cl 2-(9-azabicyclo[3.3.1]nonan-9-yl)-3-chloro-aniline